ClC=1C=CC=C2C(C=C(OC12)C1=C(OCC(CNS(=O)(=O)C2CC2)O)C=C(C=C1)C(F)(F)F)=O N-[3-[2-(8-chloro-4-oxo-chromen-2-yl)-5-(trifluoromethyl)phenoxy]-2-hydroxypropyl]cyclopropanesulfonamide